N-(6-(2-(((1r,4r)-4-aminocyclohexyl)amino)-8-ethylquinazolin-6-yl)-4-methoxy-pyridazin-3-yl)-2-chlorobenzene-sulfonamide NC1CCC(CC1)NC1=NC2=C(C=C(C=C2C=N1)C1=CC(=C(N=N1)NS(=O)(=O)C1=C(C=CC=C1)Cl)OC)CC